C(CCCCCCCC)C1=C(C=CC=C1)OC methyl nonyl-phenyl ether